ClC=1C(=NC=CC1)C(=O)NCC(CCCl)C#N 3-chloro-N-((1-cyanochloropropyl)methyl)pyridineamide